1-[2-[1-(2-methoxyethyl)-3-methyl-pyrazol-4-yl]-6-[5-[(6-methylpyridazin-3-yl)amino]benzimidazol-1-yl]-3-pyridinyl]ethanol COCCN1N=C(C(=C1)C1=NC(=CC=C1C(C)O)N1C=NC2=C1C=CC(=C2)NC=2N=NC(=CC2)C)C